acryloyloxy-imidazolium C(C=C)(=O)OC=1NC=C[NH+]1